FC1=C(C=C(C#N)C=C1)[C@@H]1CC[C@H]2OC3(C(N21)=O)CCN(CC3)C3=CC=NC=2N3N=CC2F 4-fluoro-3-[(5'S,7a'R)-1-(3-fluoropyrazolo[1,5-a]pyrimidin-7-yl)-3'-oxotetrahydro-3'H-spiro[piperidine-4,2'-pyrrolo[2,1-b][1,3]oxazol]-5'-yl]benzonitrile